3λ2-imidazolidin-2-one N1C([N]CC1)=O